1,2,3,4-tetra-O-acetyl-D-xylopyranose CC(=O)O[C@@H]1COC([C@@H]([C@H]1OC(=O)C)OC(=O)C)OC(=O)C